ClC1=C(C=NC(=C1)N1N=NC=C1)COC1=CC=CC(=N1)C1=C(C(=C(CC2=NC3=C(N2CCOC)C=C(C=C3)C(=O)O)C(=C1)F)F)F 2-(4-(6-((4-chloro-6-(1H-1,2,3-triazol-1-yl)pyridin-3-yl)methoxy)pyridin-2-yl)-2,3,6-trifluorobenzyl)-1-(2-methoxyethyl)-1H-benzo[d]imidazole-6-carboxylic acid